4-amino-3-sulfo-1,8-naphthalenedicarboxylic acid anhydride NC1=C(C=C2C3=C(C=CC=C13)C(=O)OC2=O)S(=O)(=O)O